BrC1=C(C(=CC=C1)OCCBr)C(F)(F)F 1-bromo-3-(2-bromoethoxy)-2-(trifluoromethyl)benzene